BrC1=CC=2C(=C(C3=CC(=C(C=C3C2C=C1Br)Br)Br)N)N 2,3,6,7-tetrabromo-9,10-bisAminophenanthrene